1,1-bis(4-cyanophenyl)-2,2-dimethylpropane C(#N)C1=CC=C(C=C1)C(C(C)(C)C)C1=CC=C(C=C1)C#N